triisopentyl-(2-methoxyethoxy)silane C(CC(C)C)[Si](OCCOC)(CCC(C)C)CCC(C)C